5-[4-(4-methylpiperazin-1-yl)phenyl]-3-(3,4,5-trimethoxyphenyl)pyridin-2-amine CN1CCN(CC1)C1=CC=C(C=C1)C=1C=C(C(=NC1)N)C1=CC(=C(C(=C1)OC)OC)OC